ClC=1C=NC=CC1C1=CNC2=C1C=1N(C(=N2)N2CCC3(CC2)[C@@H](C2=CC=CC=C2C3)N)C=CN1 (S)-1'-(9-(3-chloropyridin-4-yl)-7H-imidazo[1,2-c]pyrrolo[3,2-e]pyrimidin-5-yl)-1,3-dihydrospiro[inden-2,4'-piperidin]-1-amine